C(#C)C=1C(=CC=C2C=CC=C(C12)C1=C(C=C2C(=NC(=NC2=C1F)OCC1(CC1)CN1CCOCC1)N1C[C@@](CCC1)(O)C)[N+](=O)[O-])F (R)-1-(7-((R)-8-ethynyl-7-fluoronaphthalen-1-yl)-8-fluoro-2-((1-(morpholinomethyl)cyclopropyl)methoxy)-6-nitroquinazolin-4-yl)-3-methylpiperidin-3-ol